F[B-](F)(F)F.NC1=C(C(=O)O)C=CC(=C1)C(=O)O 2-aminoterephthalic acid tetrafluoroborate